C[C@H]1C[C@H](OC=2CCCC(C12)=O)CCC (2R,4S)-4-methyl-2-propyl-2,3,4,6,7,8-hexahydro-5H-chromen-5-one